CC[C@H]1CO1 (S)-(-)-1,2-epoxybutane